CC=1N(C=C2C(=CC=CC12)C=1C2=C(N=CN1)NC=C2)C(C=C)=O (R)-1-(1-methyl-4-(7H-pyrrolo[2,3-d]pyrimidin-4-yl)isoindol-2-yl)prop-2-en-1-one